(R,E)-4-((3-(4-(azetidin-1-yl)but-2-enamido)piperidin-1-yl)methyl)-N-(4-(4-methyl-7H-pyrrolo[2,3-d]pyrimidin-6-yl)phenyl)picolinamide N1(CCC1)C/C=C/C(=O)N[C@H]1CN(CCC1)CC1=CC(=NC=C1)C(=O)NC1=CC=C(C=C1)C1=CC2=C(N=CN=C2C)N1